FC1=C(C(=CC=C1)N(C(=O)[C@H]1N(C(C[C@@H]1CO)=O)C1=NC(=CC(=C1)C(F)(F)F)C)C)NC(OC(C)(C)C)=O tert-butyl (2-fluoro-6-((2S,3S)-3-(hydroxymethyl)-N-methyl-1-(6-methyl-4-(trifluoromethyl)pyridin-2-yl)-5-oxopyrrolidine-2-carboxamido)phenyl)carbamate